COC=1C=2N(N=C(C1)OCC1=NC=3CCNCC3C=C1)C(=NN2)C2=NOC(=C2)C 3-(8-methoxy-6-((5,6,7,8-tetrahydro-1,6-naphthyridine-2-yl)methoxy)-[1,2,4]triazolo[4,3-b]pyridazin-3-yl)-5-methylisoxazole